NC1CC(N2C[C@H](C[C@H]2C1)C1=C(C(=CC=C1O)Cl)Cl)=O (2R,8aS)-7-amino-2-(2,3-dichloro-6-hydroxyphenyl)-hexahydro-1H-indolizin-5-one